7-(2,8-dimethylimidazo[1,2-b]pyridazin-6-yl)-2-piperazin-1-yl-thiazolo[3,2-a]pyrimidin-5-one CC=1N=C2N(N=C(C=C2C)C=2N=C3N(C(C2)=O)C=C(S3)N3CCNCC3)C1